methyl-bromo-7-(1-cyclopropylethoxy)-2-(1-methyl-2-oxabicyclo[2.1.1]hexan-4-yl)imidazo[1,2-a]pyridine CC1=CC(=CC=2N1C(=C(N2)C21COC(C2)(C1)C)Br)OC(C)C1CC1